(S)-tert-butyl 4-(6-fluoro-1-(2-(3-hydroxypropyl)-6-isopropylphenyl)-7-(1H-indazol-7-yl)-2-oxo-1,2-dihydropyrido[2,3-d]pyrimidin-4-yl)-3-methylpiperazine-1-carboxylate FC1=CC2=C(N(C(N=C2N2[C@H](CN(CC2)C(=O)OC(C)(C)C)C)=O)C2=C(C=CC=C2C(C)C)CCCO)N=C1C=1C=CC=C2C=NNC12